FC=1C(=NC=C(C1)F)CNC(=O)C1=CN=C(S1)N1CCC(CC1)N1C[C@H](CCC1)COCC(F)(F)F N-[(3,5-difluoropyridin-2-yl)methyl]-2-{(3S)-3-[(2,2,2-trifluoroethoxy)methyl][1,4'-bipiperidin]-1'-yl}-1,3-thiazole-5-carboxamide